BrC=1C=C(C=CC1C(F)(F)F)NC(=O)N1[C@@H]2CC[C@H]1CC=1N=CN=CC12 (5R,8S)-N-(3-bromo-4-(trifluoromethyl)phenyl)-6,7,8,9-tetrahydro-5H-5,8-epimino-cyclohepta[d]pyrimidine-10-carboxamide